C[Si]1(NCC(CCC1)N)C 1,1-dimethylsilazepan-4-amine